5-((3S,4R)-3-amino-4-fluoropiperidin-1-yl)-2-(3-chlorophenyl)pyridin N[C@H]1CN(CC[C@H]1F)C=1C=CC(=NC1)C1=CC(=CC=C1)Cl